C(C)C1=NC=C(C(=O)NC2=CC(=CC=C2)[C@H](C)NC2=CN=C3C(=N2)N(N=C3)C)C=C1 (S)-6-ethyl-N-(3-(1-((1-methyl-1H-pyrazolo[3,4-b]pyrazin-6-yl)amino)ethyl)phenyl)nicotinamide